(E)-3-(3,5-di-tert-butyl-4-hydroxy-phenyl)-2-(propane-2-sulfonyl)-acrylonitrile C(C)(C)(C)C=1C=C(C=C(C1O)C(C)(C)C)/C=C(\C#N)/S(=O)(=O)C(C)C